C(C=C)OC1=CC=CC=C1 (2-propenyloxy)-Benzene